4-((1H-1,2,4-triazol-1-yl)methyl)-N-propylbenzamidine N1(N=CN=C1)CC1=CC=C(C(=N)NCCC)C=C1